C[C@@H]1CN(CC2N1CCC(C2)=O)C2=C1C=CC=NC1=C(C=C2)C#N 5-((4R)-4-methyl-8-oxooctahydro-2H-pyrido[1,2-a]pyrazin-2-yl)quinoline-8-carbonitrile